(S)-2-((4-(6-((4-acetylbenzyl)oxy)pyridin-2-yl)piperidin-1-yl)methyl)-1-(oxetan-2-ylmethyl)-1H-benzo[d]imidazole-6-carboxylic acid methyl Ester COC(=O)C=1C=CC2=C(N(C(=N2)CN2CCC(CC2)C2=NC(=CC=C2)OCC2=CC=C(C=C2)C(C)=O)C[C@H]2OCC2)C1